3-(2-chloro-6-methyl-3-pyridyl)-4-[4-[(3S)-1-(3-fluoropropyl)pyrrolidin-3-yl]oxyphenyl]-2H-thiochromen-7-ol ClC1=NC(=CC=C1C=1CSC2=CC(=CC=C2C1C1=CC=C(C=C1)O[C@@H]1CN(CC1)CCCF)O)C